(2R)-2-(6-{5-chloro-2-[(1-methyl-1H-pyrazol-5-yl)amino]pyrimidin-4-yl}-1-oxo-2,3-dihydro-1H-isoindol-2-yl)-N-[(1S)-1-(3-fluoro-5-methoxyphenyl)-2-hydroxyethyl]propanamide ClC=1C(=NC(=NC1)NC1=CC=NN1C)C1=CC=C2CN(C(C2=C1)=O)[C@@H](C(=O)N[C@H](CO)C1=CC(=CC(=C1)OC)F)C